N-(2-((5-cyano-4-((2-isopropoxyphenyl)amino)pyrimidin-2-yl)amino)-5-(4-(cyclobutyl(methyl)amino)piperidin-1-yl)phenyl)acrylamide C(#N)C=1C(=NC(=NC1)NC1=C(C=C(C=C1)N1CCC(CC1)N(C)C1CCC1)NC(C=C)=O)NC1=C(C=CC=C1)OC(C)C